(S)-5-(difluoromethyl)-3-((1-((2,4-dimethyl-6-oxo-1,6-dihydropyrimidin-5-yl)methyl)-4-(1-fluoroethyl)-6-oxo-1,6-dihydropyrimidin-5-yl)oxy)-2-methoxybenzonitrile FC(C=1C=C(C(=C(C#N)C1)OC)OC1=C(N=CN(C1=O)CC1=C(N=C(NC1=O)C)C)[C@H](C)F)F